NC[C@@H](C(=O)N1CCN(CC1)C=1C2=C(N=CN1)[C@@H](C[C@H]2C)O)C2=CC=C(C=C2)Br (S)-3-amino-2-(4-bromophenyl)-1-(4-((5R,7R)-7-hydroxy-5-methyl-6,7-dihydro-5H-cyclopenta[d]pyrimidin-4-yl)piperazin-1-yl)propan-1-one